tert-butyl ((3S,5S)-1-(4-methoxybenzyl)-5-phenylpyrrolidin-3-yl)(methyl)carbamate COC1=CC=C(CN2C[C@H](C[C@H]2C2=CC=CC=C2)N(C(OC(C)(C)C)=O)C)C=C1